C1(CCCC1)N1N=C(C=C1C1=C(C=CC=C1OC)OC)C(=O)N[C@H](CCO)CCN1CCCCC1 1-cyclopentyl-5-(2,6-dimethoxyphenyl)-N-[(3S)-1-hydroxy-5-(piperidin-1-yl)pentan-3-yl]-1H-pyrazole-3-carboxamide